OC1=CC=C(C=C1)C(C)(C)C1=CC=C(C=C1)C(C)(C1=CC=C(C=C1)O)C1=CC=C(C=C1)O 1-[1-(4-hydroxyphenyl)isopropyl]-4-[1,1-bis(4-hydroxyphenyl)ethyl]benzene